C1(CC1)OC1=C(C(=CC=C1)F)N1N=C2C(=CC1=O)NN=C2C2=CC=C(C=C2)N2CCN(CC2)C 5-(2-Cyclopropoxy-6-fluorophenyl)-3-(4-(4-methylpiperazin-1-yl)phenyl)-1H-pyrazolo[4,3-c]pyridazin-6(5H)-on